2-(2-octadecyloxyethoxy)ethanol C(CCCCCCCCCCCCCCCCC)OCCOCCO